CC(CCCCCC)C(=O)C1CCC12NC(CC2)=O Octane-2-carbonyl-5-azaspiro[3.4]Octane-6-one